3-methoxybenzenethiol COC=1C=C(C=CC1)S